1-methyl-4-(3-formyl-phenyl)quinoline iodine salt [I].CN1CC=C(C2=CC=CC=C12)C1=CC(=CC=C1)C=O